1-[5-(methoxymethyl)-1,3-thiazol-2-yl]methylamine COCC1=CN=C(S1)CN